3-({[(3S)-1-(3-bromopyridin-4-yl)piperidin-3-yl][(2-methylpyridin-4-yl)methyl]amino}methyl)-1-methyl-1,4-dihydroquinolin BrC=1C=NC=CC1N1C[C@H](CCC1)N(CC1=CC(=NC=C1)C)CC1=CN(C2=CC=CC=C2C1)C